CN1C(C(=CC=2CN(CCC12)C)NC=1N=CC2=C(N1)C(=NC=C2)N2CCSCC2)=O 1,6-Dimethyl-3-((8-thiomorpholinylpyrido[3,4-d]pyrimidin-2-yl)amino)-5,6,7,8-tetrahydro-1,6-naphthyridin-2(1H)-one